C(C)N1C(=NC=2C1=NC(=CC2)C=2C=CN1N=C(N=CC12)N[C@@H](COC)C)C (R)-5-(3-ethyl-2-methyl-3H-imidazo[4,5-b]pyridin-5-yl)-N-(1-methoxypropan-2-yl)pyrrolo[2,1-f][1,2,4]triazin-2-amine